Cl.N1[C@H](CCCC1)C1(CNC1)O 3-[(2R)-piperidin-2-yl]Azetidine-3-ol hydrochloride